CN1C(N(C(C12CCCC2)=O)C2=CC(=C(C#N)C=C2)C(F)(F)F)=O 4-(1-methyl-2,4-dioxo-1,3-diaza-spiro[4.4]non-3-yl)-2-trifluoromethyl-benzonitrile